BrC1=CC(=NC=C1OC)[C@@H](C)N(SC(C)(C)C)CC (R)-N-((R)-1-(4-bromo-5-methoxypyridin-2-yl)ethyl)-N-ethyl-2-methylpropan-2-Sulfenamide